C(N)(=O)C=1C(=NN(C1)[C@@H]1COCC[C@H]1C#N)NC=1C=CC(=C(C(=O)OC)C1)B1OC(C(O1)(C)C)(C)C methyl 5-[[4-carbamoyl-1-(trans-4-cyanotetrahydro-2H-pyran-3-yl)pyrazol-3-yl]amino]-2-(4,4,5,5-tetramethyl-1,3,2-dioxaborolan-2-yl)benzoate